O1C=C(C2=C1C=CC=C2)C[C@@H](B2O[C@]1([C@@H]3C([C@H](C[C@H]1O2)C3)(C)C)C)NC(=O)[C@H]3[C@@H]2CC[C@H](C3)O2 (1S,2R,4R)-7-Oxa-bicyclo[2.2.1]heptane-2-carboxylic Acid [(R)-2-(benzofuran-3-yl)-1-((1S,2S,6R,8S)-2,9,9-trimethyl-3,5-dioxa-4-bora-tricyclo[6.1.1.02,6]dec-4-yl)-ethyl]-amide